4-(2'-bromo-3'-hydroxy-biphenyl-4-yloxy)-butyric acid ethyl ester C(C)OC(CCCOC1=CC=C(C=C1)C1=C(C(=CC=C1)O)Br)=O